N-(cyclopentylmethyl)-1-(4-{4-[2-(pyridin-3-yl)acetamido]-1H-1,2,3-triazol-1-yl}butyl)-1H-1,2,3-triazole-4-carboxamide C1(CCCC1)CNC(=O)C=1N=NN(C1)CCCCN1N=NC(=C1)NC(CC=1C=NC=CC1)=O